bromo-N-{2-[2-(2-methoxyethoxy)ethoxy]ethyl}-N-methylbenzene-1-sulphonamide BrC1=C(C=CC=C1)S(=O)(=O)N(C)CCOCCOCCOC